O=C1N(CCC(N1)=O)N1C(C2=CC=C(C=C2C1=O)CN1CCC(CC1)N1C(NC2=C1C=CC(=C2)F)=O)=O 2-(2,4-Dioxotetrahydropyrimidin-1(2H)-yl)-5-((4-(5-fluoro-2-oxo-2,3-dihydro-1H-benzo[d]imidazol-1-yl)piperidin-1-yl)methyl)isoindoline-1,3-dione